[N+](=O)([O-])C=1C=C(C=CC1)C=1N=C2N(C(C1)=O)C=C(C=C2)N2CCNCC2 2-(3-Nitrophenyl)-7-(piperazin-1-yl)-4H-pyrido[1,2-a]pyrimidin-4-one